N-((2S)-2-cyclopropyl-3-(2,4-difluorophenyl)butyl)-6-oxo-1,6-dihydropyrimidine-2-carboxamide C1(CC1)[C@H](CNC(=O)C=1NC(C=CN1)=O)C(C)C1=C(C=C(C=C1)F)F